1,1-bis(4-Cyanatophenyl)ethaneN O(C#N)C1=CC=C(C=C1)C(=C)C1=CC=C(C=C1)OC#N